C(C)(C)(C)OC(=O)N(C=1C=2C=C3N(C2C(=C(C1)Cl)Cl)CCN(C3)C(=O)OC(C)(C)C)CC#N tert-Butyl 9-[tert-butoxycarbonyl(cyanomethyl)amino]-6,7-dichloro-3,4-dihydro-1H-pyrazino[1,2-a]indole-2-carboxylate